OCC1CCN(CC1)C=1C=CC(=NC1)C(=O)N 5-(4-(hydroxymethyl)piperidin-1-yl)picolinamide